S1C=C(C=C1)C1NCCNC1 2-thiophen-3-ylpiperazine